C(C1=CC=CC=C1)O[C@H]1[C@H](OC2([C@@H]([C@H]1N1N=NC(=C1)C1=CC(=C(C(=C1)F)F)F)OCC1=CC=CC=C1)N(C(CCC2)=O)CC(F)F)COCC2=CC=CC=C2 (2R,3R,4S,5R)-3,5-bis(benzyloxy)-2-((benzyloxy)methyl)-7-(2,2-difluoroethyl)-4-(4-(3,4,5-trifluorophenyl)-1H-1,2,3-triazol-1-yl)-1-oxa-7-azaspiro[5.5]undecane-8-one